CS(=O)(=O)OC1=CC(=C(C(=C1)C(C)(C)C)O)C(C)(C)C 4-hydroxy-3,5-di-tert-butylphenyl methanesulfonate